FC=1C=C(C=CC1N1CCN(CC1)C)NC=1N=CC=2N=C(C=3C=CN=CC3C2N1)C1=C(C=CC=C1C)C(C)C N-(3-fluoro-4-(4-methylpiperazin-1-yl)phenyl)-6-(2-isopropyl-6-methylphenyl)pyrimido[5,4-c][2,6]naphthyridin-2-amine